FC=1C=C(C=CC1OC1=C2C(=NC=C1)NC(N2C(C)C)=O)C2=NN(C(=C2C(=O)N)C(F)(F)F)C=2C=NC=NC2 (3-fluoro-4-((1-isopropyl-2-keto-2,3-dihydro-1H-imidazo[4,5-b]pyridin-7-yl)oxy)phenyl)-1-(pyrimidin-5-yl)-5-(trifluoromethyl)-1H-pyrazole-4-carboxamide